C1CNCCC1NC(=O)C2=CC=CC=C2 N-(piperidin-4-yl)benzamide